6-((6-(4-fluorophenyl)-4-formylpyridin-2-yl)oxy)-3-azabicyclo[3.1.0]hexane-3-carboxylate FC1=CC=C(C=C1)C1=CC(=CC(=N1)OC1C2CN(CC12)C(=O)[O-])C=O